BrC1=C2C=NN(C2=CC(=C1[C@H]1[C@H](C1)CO)C)C1OCCCC1 ((1S,2R)-2-(4-bromo-6-methyl-1-(tetrahydro-2H-pyran-2-yl)-1H-indazol-5-yl)cyclopropyl)methanol